C1(CCCC1)SCC(=O)C1=NC=C(C=C1)C1=NOC(=N1)C(F)(F)F 2-(cyclopentylsulfanyl)-1-(5-(5-(trifluoromethyl)-1,2,4-oxadiazol-3-yl)pyridin-2-yl)ethan-1-one